[Br-].C(C1=CC=CC=C1)[N@+](C1=CC=CC=C1)(C)C(C)C |r| Racemic-N-benzyl-N-isopropyl-N-methylbenzenaminium bromide